ClC=1C=2C(C(=NN1)Cl)=NN(C2)C 4,7-dichloro-2-methyl-2H-pyrazolo[3,4-d]pyridazine